1-benzyl 4-(tert-butyl) (2R,SR)-5-methyl-2-(((methylsulfonyl)oxy)methyl)piperazine-1,4-dicarboxylate C[C@@H]1N(C[C@@H](N(C1)C(=O)OCC1=CC=CC=C1)COS(=O)(=O)C)C(=O)OC(C)(C)C |&1:1|